2-(2,6-dimethyl-4-((4-(3-methyl-4-(trifluoromethyl)benzyl)piperazin-1-yl)methyl)phenoxy)-2-methylpropanoic acid ethyl ester C(C)OC(C(C)(C)OC1=C(C=C(C=C1C)CN1CCN(CC1)CC1=CC(=C(C=C1)C(F)(F)F)C)C)=O